N1C=NC2=C1C=CC(=C2)N2C(C1=CC=CC=C1C2C2=CC(=C(C=C2)Cl)Cl)=O 2-(1H-benzo[d]imidazol-5-yl)-3-(3,4-dichlorophenyl)isoindolin-1-one